CCCCC/C=C\\C/C=C\\C/C=C\\C/C=C\\CCCCCCCCCCCCCCC/C=C/C(=O)SCCNC(=O)CCNC(=O)[C@@H](C(C)(C)COP(=O)([O-])OP(=O)([O-])OC[C@@H]1[C@H]([C@H]([C@@H](O1)N2C=NC3=C(N=CN=C32)N)O)OP(=O)([O-])[O-])O The molecule is a 3-hydroxy fatty acyl-CoA(4-) obtained by deprotonation of the phosphate and diphosphate OH groups of (2E,19Z,22Z,25Z,28Z)-tetratriacontapentaenoyl-CoA; major species at pH 7.3. It is a conjugate base of a (2E,19Z,22Z,25Z,28Z)-tetratriacontapentaenoyl-CoA.